ClCC=1C=C(CN=C=O)C=CC1 m-(chloromethyl)benzyl isocyanate